5-bromo-6-[4-(4-methyl-1,2,4-triazol-3-yl)piperidin-1-yl]-1H-indazole-7-carbonitrile BrC=1C=C2C=NNC2=C(C1N1CCC(CC1)C1=NN=CN1C)C#N